5-amino-1,3-benzenedicarboxylate NC=1C=C(C=C(C1)C(=O)[O-])C(=O)[O-]